tert-butyl N-[(3S)-8-[5-(1-cyano-1-methyl-ethyl)-1,3,4-oxadiazol-2-yl]-5,5,7-trifluoro-2-oxo-1-[[4-[5-(trifluoromethyl)-2-pyridyl]phenyl]methyl]-3,4-dihydro-1-benzazepin-3-yl]carbamate C(#N)C(C)(C)C1=NN=C(O1)C1=CC2=C(C(C[C@@H](C(N2CC2=CC=C(C=C2)C2=NC=C(C=C2)C(F)(F)F)=O)NC(OC(C)(C)C)=O)(F)F)C=C1F